Ethyl 5-(3-(3-cyclopropylprop-1-ynyl)phenoxy)-1H-1,2,3-triazole-4-carboxylate C1(CC1)CC#CC=1C=C(OC2=C(N=NN2)C(=O)OCC)C=CC1